2-[(2-p-toluenesulfonyloxyethoxy)ethoxy]Ethylamine CC1=CC=C(C=C1)S(=O)(=O)OCCOCCOCCN